C1=CC=CC=2C3=CC=CC=C3C(C12)COC(=O)N[C@@H](CC1=CC=C(C=C1)O)C(=O)O N-(9-fluorenylmethoxycarbonyl)-L-tyrosine